2-aminoethylglycine NCCNCC(=O)O